flavone-3-ol O1C(=C(C(=O)C2=CC=CC=C12)O)C1=CC=CC=C1